C(C=CCCC)C1C(CCC1)O 2-(2-hexenyl)-cyclopentanol